C(CCC)OP(=O)([O-])[O-].C(CCCCCCCCCCC)[N+](CCO)(C)C.C(CCCCCCCCCCC)[N+](C)(C)CCO dodecyldimethylhydroxyethylammonium-butyl-phosphate salt